C(C1=C(C(=CC2=CC=CC=C12)C(=O)[O-])O)C1=C(C(=CC2=CC=CC=C12)C(=O)[O-])O r-methylene-bis(2-hydroxy-3-naphthoate)